6,7-difluoro-2-(4-fluorophenyl)-1H-indole FC1=CC=C2C=C(NC2=C1F)C1=CC=C(C=C1)F